imidazole-1-carbothioate N1(C=NC=C1)C([O-])=S